2-(4'-((3,3-dimethylbutyl)sulfonyl)-[1,1'-biphenyl]-4-yl)-2-methylpropionic acid CC(CCS(=O)(=O)C1=CC=C(C=C1)C1=CC=C(C=C1)C(C(=O)O)(C)C)(C)C